C(C1=CC=CC=C1)(=O)C([C@@]1([C@H]([C@H]([C@@H](O1)N1C(=O)NC(=O)C=C1)O)O)F)(O)C(C1=CC=CC=C1)=O bisbenzoyl-4'-fluorouridine